ClC=1C=CC2=C(N=C(O2)C2CC3(CC(C3)NC(=O)C3=CC=C(O3)S(=O)(=O)NC(OCC)=O)C2)C1 ethyl N-[[5-[[6-(5-chloro-1,3-benzoxazol-2-yl)spiro[3.3]heptan-2-yl]carbamoyl]-2-furyl]sulfonyl]carbamate